FC1=CC=C(C=C1)CC(C)NCC(C)C N-[1-(4-fluorophenyl)propan-2-yl]-2-methylpropan-1-amine